C1(CCCC1)COC1=CC(=C2C(NC(=NC2=C1)CSC1CCNCC1)=O)F 7-(cyclopentylmethoxy)-5-fluoro-2-((piperidin-4-ylsulfanyl)methyl)quinazolin-4(3H)-one